ClC1=C(C=C(C=C1)OC[C@@H](CNC)O)C1=NC(=C(C(=N1)NC[C@H]1N(CCOC1)C(=O)OCC)C)C=1C(=NOC1C)C (R)-ethyl 3-((2-(2-chloro-5-((R)-2-hydroxy-3-(methylamino)propoxy)phenyl)-6-(3,5-dimethyl-isoxazol-4-yl)-5-methylpyrimidin-4-ylamino)methyl)morpholine-4-carboxylate